(+)-trans-Chrysanthemic Acid CC(=C[C@@H]1[C@H](C1(C)C)C(=O)O)C